FC(C1=CC(=NC=C1)C=O)(F)F p-trifluoromethylpyridine-2-formaldehyde